N=1C=C(N2N=CC=CC21)C#CC=2C=C(C(=O)NC1=CC(=CC(=C1)N1C=NC(=C1)C(F)(F)F)C(F)(F)F)C=CC2C 3-(imidazo[1,2-b]pyridazin-3-ylethynyl)-4-methyl-N-(3-(trifluoromethyl)-5-(4-(trifluoromethyl)-1H-imidazol-1-yl)phenyl)benzamide